CC=1C=C(OC1C)C=O 4,5-dimethylfuran-2-formaldehyde